CN1N=CC(=C1)NC1=NC(=C2C(=N1)NN=C2)N[C@H]2CN(CCC2)C(C=C)=O (R)-1-(3-(6-(1-methyl-1H-pyrazol-4-ylamino)-1H-pyrazolo[3,4-d]pyrimidin-4-ylamino)piperidin-1-yl)prop-2-en-1-one